(R)-6-chloro-3-((1-(3,6-dimethyl-2-(2-methylbenzo[d]oxazol-6-yl)-4-oxo-3,4-dihydroquinazolin-8-yl)ethyl)amino)-N-(methylsulfonyl)picolinamide lithium [Li].ClC1=CC=C(C(=N1)C(=O)NS(=O)(=O)C)N[C@H](C)C=1C=C(C=C2C(N(C(=NC12)C1=CC2=C(N=C(O2)C)C=C1)C)=O)C